(tetrahydrofuran-2,5-diyl)dimethanamine O1C(CCC1CN)CN